FC(C(C(C(C(C(C(C(S(=O)(=O)[O-])(F)F)(F)F)(F)F)(F)F)(F)F)(F)F)(F)F)(F)F.[Hf+4].FC(C(C(C(C(C(C(C(S(=O)(=O)[O-])(F)F)(F)F)(F)F)(F)F)(F)F)(F)F)(F)F)(F)F.FC(C(C(C(C(C(C(C(S(=O)(=O)[O-])(F)F)(F)F)(F)F)(F)F)(F)F)(F)F)(F)F)(F)F.FC(C(C(C(C(C(C(C(S(=O)(=O)[O-])(F)F)(F)F)(F)F)(F)F)(F)F)(F)F)(F)F)(F)F Hafnium (IV) heptadecafluorooctanesulfonate